ethyl 2-methyl-1,3-dioxolane-2-acetate (ethyl-2-methyl-1,3-dioxolan-2-acetate) C(C)C1OC(OC1)(CC(=O)O)C.CC1(OCCO1)CC(=O)OCC